4-(8-Amino-3-((2S)-1-(2-((2-(2,6-dioxopiperidin-3-yl)-1,3-dioxoisoindoline-4-yl)thio)acetyl)pyrrolidin-2-yl)imidazo[1,5-a]pyrazin-1-yl)-N-(pyridin-2-yl)benzamide NC=1C=2N(C=CN1)C(=NC2C2=CC=C(C(=O)NC1=NC=CC=C1)C=C2)[C@H]2N(CCC2)C(CSC2=C1C(N(C(C1=CC=C2)=O)C2C(NC(CC2)=O)=O)=O)=O